N-(4,6-dimethyl-2-oxo-1,2-dihydropyridin-3-ylmethyl)-1-isopropyl-3-methyl-6-[6-(4-methylpiperazin-1-yl)pyridin-3-yl]-1H-indole-4-carboxamide CC1=C(C(NC(=C1)C)=O)CNC(=O)C=1C=2C(=CN(C2C=C(C1)C=1C=NC(=CC1)N1CCN(CC1)C)C(C)C)C